5-amino-N-(1-methyl-1H-pyrazol-3-yl)-N-(5-(trifluoromethyl)-2,3-dihydro-1H-inden-1-yl)benzo[c][2,6]naphthyridin-9-carboxamide NC1=NC2=C(C3=CN=CC=C13)C=C(C=C2)C(=O)N(C2CCC1=CC(=CC=C21)C(F)(F)F)C2=NN(C=C2)C